FC=1C=C(C=CC1F)C=1C=C2C(=NC1)C=NN2CCC(C)C 1-[6-(3,4-Difluorophenyl)pyrazolo[4,3-b]pyridin-1-yl]-3-methyl-butan